OC[C@@]1([C@@H](O)[C@H](O)[C@H](O1)CO)OC[C@@H]1[C@H]([C@@H]([C@@](CO)(O1)OC[C@@]1(O)[C@@H](O)[C@@H](O)[C@H](O)CO1)O)O β-D-fructofuranosyl-(2→6)-β-D-fructofuranosyl-(2→1)-α-D-tagatopyranose